(dimethoxymethyl)-1-(3-fluoro-4-(6-methoxy-3,4-dihydronaphthalen-1-yl)phenyl)piperidine COC(OC)C1N(CCCC1)C1=CC(=C(C=C1)C1=CCCC2=CC(=CC=C12)OC)F